C(OC1CN(CCC1C=1C(=CC(=C2C(C=C(OC12)C1=C(C=CC=C1)Cl)=O)O)O)C)(OC)=O 4-(2-(2-chlorophenyl)-5,7-dihydroxy-4-oxo-4H-chromen-8-yl)-1-methylpiperidin-3-yl methyl carbonate